(2R)-2-(5-Fluoro-2-methoxypyridin-4-yl)-1-{(2S)-7-methyl-6-[(4,6-2H2)pyrimidin-2-yl]-3,4-dihydro-1H-spiro[1,8-naphthyridine-2,3'-pyrrolidin]-1'-yl}propan-1-one FC=1C(=CC(=NC1)OC)[C@H](C(=O)N1C[C@]2(CC1)NC1=NC(=C(C=C1CC2)C2=NC(=CC(=N2)[2H])[2H])C)C